Bismuth-cerium [Ce].[Bi]